C(C)OC(CNC(=O)C1C(C2=CC=C(C=C2C1=O)OC=1C=C2C(C(C(C2=CC1)=O)C(=O)NCC(=O)OCC)=O)=O)=O ethyl 2-{[5-({2-[(2-ethoxy-2-oxoethyl)carbamoyl]-1,3-dioxo-2,3-dihydro-1H-inden-5-yl}oxy)-1,3-dioxo-2,3-dihydro-1H-inden-2-yl]formamido}acetate